8-oxo-pentadecanedioic acid 1-(dec-2-yl) 15-(2-heptyl-nonyl) ester C(CCCCCC)C(COC(CCCCCCC(CCCCCCC(=O)OC(C)CCCCCCCC)=O)=O)CCCCCCC